(2-(hydroxymethyl)benzyl)-1H-pyrrole-2-carboxamide OCC1=C(CN2C(=CC=C2)C(=O)N)C=CC=C1